C(CCCC(=O)O)(=O)O pentan-1,5-dioic acid